2-chloro-4-[[(3,4-dimethylpyrimido[4',5':4,5]thieno[2,3-c]pyridazin-8-yl)amino]methyl]-N-(3-fluorocyclobutyl)benzamide ClC1=C(C(=O)NC2CC(C2)F)C=CC(=C1)CNC1=NC=NC2=C1SC=1N=NC(=C(C12)C)C